N[C@H]1CS(C2=C(N(C1=O)CC1=CC=C(C=C1)C1=CC=C(C=C1)OC)C=C(C(=C2)F)C=2C=NC(=C(C2)C)C)(=O)=O (3R)-3-amino-7-(5,6-dimethyl-3-pyridyl)-8-fluoro-5-[[4-(4-methoxyphenyl)phenyl]methyl]-1,1-dioxo-2,3-dihydro-1λ6,5-benzothiazepin-4-one